CN(C=1C=C(ON2N=NC(=C2)C(=O)O)C=CC1)C (3-(dimethylamino)phenoxy)-1H-1,2,3-triazole-4-carboxylic acid